6-Bromo-2-methylbenzo[d]thiazol-5-ol BrC1=CC2=C(N=C(S2)C)C=C1O